ClC1=CC=C(C=C1)NC(NC1=CC(=CC=C1)C1=CC(=C(C=C1)Cl)Cl)=O 3-(4-chlorophenyl)-1-[3-(3,4-dichlorophenyl)phenyl]Urea